5-(11-chloro-4,7,10-triazatricyclo[7.4.0.02,7]trideca-1(9),10,12-trien-4-yl)quinoline-8-carbonitrile ClC1=NC=2CN3CCN(CC3C2C=C1)C1=C2C=CC=NC2=C(C=C1)C#N